1-pyrrolidin-3-yl-piperidine N1CC(CC1)N1CCCCC1